2-[3-[2-(2-bromophenyl)ethylamino]propyl]isoindoline-1,3-dione BrC1=C(C=CC=C1)CCNCCCN1C(C2=CC=CC=C2C1=O)=O